N[C@@H](CCCCNC(OCC1=CC=CC=C1)=O)C(=O)NCCCCOC1=CC(=CC=C1)C(C(N[C@H](CCCN\C(=N/C(NCCNC(CC)=O)=O)\N)C(NCC1=CC=C(C=C1)O)=O)=O)C1=CC=CC=C1 Benzyl ((5S)-5-amino-6-((4-(3-((4R,Z)-9-amino-4-((4-hydroxybenzyl)carbamoyl)-2,11,16-trioxo-1-phenyl-3,8,10,12,15-pentaazaoctadec-9-en-1-yl)phenoxy)butyl)amino)-6-oxohexyl)carbamate